indanyl-imidazole C1(CCC2=CC=CC=C12)C=1NC=CN1